O=C(C(=O)OCCC(CCC=C(C)C)C)CCCCCCCCCCCCCC 3,7-dimethyl-6-octenyl 2-oxohexadecanoate